carbon 1-tetracontanol C(CCCCCCCCCCCCCCCCCCCCCCCCCCCCCCCCCCCCCCC)O.[C]